N1=CC(=CC=C1)C(=O)C=1C=NC=CC1 Pyridine-3-yl ketone